C(C1=CC=CC=C1)OC=1C=C(C(=C(C1)Br)C(F)(F)F)Cl 5-(Benzyloxy)-1-bromo-3-chloro-2-(trifluoromethyl)benzene